4-(2-(7-methoxy-1-(trifluoromethyl)-9H-pyrido[3,4-b]indol-9-yl)ethyl)-3-methylmorpholine COC1=CC=C2C3=C(N(C2=C1)CCN1C(COCC1)C)C(=NC=C3)C(F)(F)F